(±)-2,2,2-trifluoro-N-(2-hydroxy-2-methyl-1-(3-(trifluoromethyl)phenyl)propyl)acetamide FC(C(=O)N[C@@H](C(C)(C)O)C1=CC(=CC=C1)C(F)(F)F)(F)F |r|